4-((3S,5R)-4-(3-(benzyloxy)propyl)-3,5-dimethylpiperazin-1-yl)-N-(5-(3,5-dimethoxyphenethyl)-1H-pyrazol-3-yl)benzamide C(C1=CC=CC=C1)OCCCN1[C@H](CN(C[C@H]1C)C1=CC=C(C(=O)NC2=NNC(=C2)CCC2=CC(=CC(=C2)OC)OC)C=C1)C